CS(=O)(=O)\C=C\[C@@H](CC)N (R,E)-1-(methylsulfonyl)pent-1-en-3-amine